N-(5-(2-hydroxypropan-2-yl)-4'-((6-(methylsulfonyl)-4-(oxetan-3-yloxy)pyridin-2-yl)amino)-[2,3'-bipyridin]-6'-yl)acetamide OC(C)(C)C=1C=CC(=NC1)C=1C=NC(=CC1NC1=NC(=CC(=C1)OC1COC1)S(=O)(=O)C)NC(C)=O